C(CCCCCCC)OC(CCC1=CC(=C(C(=C1)C(C)C)O)C(C)C)=O 3-(4-hydroxy-3,5-diisopropylphenyl)propionic acid octyl ester